4-(2-(4-Chloro-2-fluorophenyl)-2-methyl-2H-chromen-8-yl)piperidine ClC1=CC(=C(C=C1)C1(OC2=C(C=CC=C2C=C1)C1CCNCC1)C)F